tert-butyl 4-(2-(4-chloro-2-fluorophenyl) chroman-5-yl)piperazine-1-carboxylate ClC1=CC(=C(C=C1)C1OC2=CC=CC(=C2CC1)N1CCN(CC1)C(=O)OC(C)(C)C)F